C1(=CC=CC=C1)[C@@H]1CC=NN1C(=O)C1C[C@@H]2[C@@H](CN(C2)C2=CC(=NC=N2)C#N)C1 6-((3aR,5R,6aS)-5-((S)-5-phenyl-4,5-dihydro-1H-pyrazole-1-carbonyl)hexahydrocyclopenta[C]pyrrole-2(1H)-yl)pyrimidine-4-carbonitrile